6-chloro-phenol ClC1=CC=CC=C1O